C1OC=CC12CN(CC2)C(C=C)=O 2-oxa-7-azaspiro[4.4]non-3-en-7-ylprop-2-en-1-one